ClC=1C=C2C(=CC=NC2=CC1C1=C(C=CC=C1C)C)N1[C@H](CN(CC1)CC1=C(C(=C(C(=C1SC)F)F)F)F)C (S)-6-chloro-7-(2,6-dimethylphenyl)-4-(2-methyl-4-(2,3,4,5-tetrafluoro-6-(methylthio)benzyl)piperazin-1-yl)quinoline